2-nitro-1,1-ethylenediamine hydrochloride Cl.[N+](=O)([O-])CC(N)N